CC1(CCN(CC1)C1=NC=C2C(=N1)N(N=C2C=2C(=C(C(=C(C2)C(F)(F)F)F)O)F)C)C 3-(6-(4,4-Dimethylpiperidin-1-yl)-1-methyl-1H-pyrazolo[3,4-d]pyrimidin-3-yl)-2,6-difluoro-5-(trifluoromethyl)phenol